(S)-(6-(2-(2-hydroxy-3-methoxy-5-((2-(4-(methoxycarbonyl)-4,5-dihydrothiazol-2-yl)benzo[d]thiazol-6-yl)oxy)phenoxy)acetamido)hexyl)triphenylphosphonium bromide [Br-].OC1=C(OCC(=O)NCCCCCC[P+](C2=CC=CC=C2)(C2=CC=CC=C2)C2=CC=CC=C2)C=C(C=C1OC)OC1=CC2=C(N=C(S2)C=2SC[C@@H](N2)C(=O)OC)C=C1